C(#N)C(C)(C)C1=CC=2N(C=C1)C(=CN2)C2=CC(=C(C(=O)N[C@@H]1[C@H](C1)F)C(=C2)OC)OC(F)F 4-[7-(1-cyano-1-methylethyl)imidazo[1,2-a]pyridin-3-yl]-2-(difluoromethoxy)-N-[(1S,2S)-2-fluorocyclopropyl]-6-methoxybenzamide